Methyl 2-(4-(2,5-dimethyl-4-nitrophenoxy) phenyl)-2-oxoacetate CC1=C(OC2=CC=C(C=C2)C(C(=O)OC)=O)C=C(C(=C1)[N+](=O)[O-])C